Naphtho[1,2-f]Indazol-4,5-diol C1=CC=C(C=2C(=CC=3C(=CC=4C=NNC4C3)C12)O)O